(3-hydroxy-2-oxo-2H-pyrazin-1-yl)-ethyl acetate C(C)(=O)OCCN1C(C(=NC=C1)O)=O